O1CC=C(C=C1)C(=O)O pyran-4-carboxylic acid